(+-)-5-cyclohexyl-2-methyl-1-pentanol C1(CCCCC1)CCC[C@H](CO)C |r|